FC1=C(SC=C1)CNC(C(C)(C)C)=O N-((3-fluorothiophen-2-yl)methyl)pivalamide